C(CCC)C1=CC=CC(=N1)NC1=CC=C2C=CNC2=C1 N-(6-butylpyridin-2-yl)-1H-indol-6-amine